tert-butyl (1-(2-(4-chlorophenoxy)acetyl)-3-methylpiperidin-4-yl)carbamate ClC1=CC=C(OCC(=O)N2CC(C(CC2)NC(OC(C)(C)C)=O)C)C=C1